3-[(2R)-2-cyano-2-methyl-pyrrolidine-1-carbonyl]-1-(4-fluorophenyl)-8-methoxy-N-(1-methyl-2-oxo-3-pyridyl)-5,6-dihydropyrrolo[2,1-a]isoquinoline-9-carboxamide C(#N)[C@@]1(N(CCC1)C(=O)C1=CC(=C2N1CCC1=CC(=C(C=C21)C(=O)NC=2C(N(C=CC2)C)=O)OC)C2=CC=C(C=C2)F)C